C(CC)[Se-]=[Se] propyl-diselenide